2,3-dihydroxypropoxypropylsilane OC(COCCC[SiH3])CO